N-(8-Amino-7-fluoro-6-(8-methyl-2,3-dihydro-1H-pyrido[2,3-b][1,4]oxazin-7-yl)isoquinolin-3-yl)azetidine-1-carboxamide NC=1C(=C(C=C2C=C(N=CC12)NC(=O)N1CCC1)C1=C(C2=C(OCCN2)N=C1)C)F